C(C)OC(C)(OCC)OCC 1-ethoxy-diethoxyethane